2-bromo-4-cyclobutoxy-1-methylbenzene BrC1=C(C=CC(=C1)OC1CCC1)C